C(C(C)C)N1C(CN(CC1)CC1=CC=2N(C=C1)N=CC2)C 5-((4-isobutyl-3-methylpiperazin-1-yl)methyl)pyrazolo[1,5-a]pyridin